di-normal propylamine C(CC)NCCC